C(C)(C)(C)CN(C(=O)OC(CCC)N1N=CN=C1)C=1SC2=C(N1)C(=CC=C2F)Br 1-(1H-1,2,4-triazol-1-yl)butanol tert-butyl(4-bromo-7-fluorobenzo[d]thiazol-2-yl)(methyl)carbamate